4-amino-N-methyl-N-((3R)-6-(trifluoromethyl)-2,3-dihydro-1-benzofuran-3-yl)-1,3-dihydrofuro[3,4-c]quinoline-8-carboxamide NC1=NC=2C=CC(=CC2C2=C1COC2)C(=O)N([C@H]2COC1=C2C=CC(=C1)C(F)(F)F)C